CC1(N=C(OC1)NC=1C=C2C(=NC=NC2=CC1)N)C N6-(4,4-dimethyl-4,5-dihydro-oxazol-2-yl)quinazolin-4,6-diamine